2-(4,5-dimethyl-1H-pyrazol-1-yl)-succinic acid CC=1C=NN(C1C)C(C(=O)O)CC(=O)O